COC=1C=C2C=CC(=CC2=CC1)NC1=NC(=NC=C1)NC1=CC(=C(C=C1)OCCCN1CCCCC1)OC 4-(6-methoxy-2-naphthylamino)-2-[3-methoxy-4-(3-piperidinopropoxy)phenylamino]pyrimidine